(S,Z)-3-(1-((1-(2-Hydroxypropyl)-5-methyl-1H-pyrazol-3-yl)amino)ethylidene)-5-(4-methylpyridin-3-yl)-1H-pyrrolo[2,3-c]pyridin-2(3H)-one O[C@H](CN1N=C(C=C1C)N\C(\C)=C\1/C(NC2=CN=C(C=C21)C=2C=NC=CC2C)=O)C